4-Aminobutane-2-sulfonamide NCCC(C)S(=O)(=O)N